C(C=C)(=O)N1C[C@@H](N(CC1)C1=NC(N2C3=C(C(=C(C=C13)Cl)C1=C(C=CC(=C1)C(F)F)F)SCC2)=O)C 7-((S)-4-acryloyl-2-methylpiperazin-1-yl)-9-chloro-10-(5-(difluoromethyl)-2-fluorophenyl)-2,3-dihydro-5H-[1,4]thiazino[2,3,4-ij]quinazolin-5-one